N1(CCC1)C1=CN(C=2N=CN=C(C21)N2[C@@H](CN([C@H](C2)C)C(C(C)(C)O)=O)C)C=2C=C(C#N)C=CN2 2-(5-(azetidin-1-yl)-4-((2R,5S)-4-(2-hydroxy-2-methylpropanoyl)-2,5-dimethylpiperazin-1-yl)-7H-pyrrolo[2,3-d]pyrimidin-7-yl)isonicotinonitrile